C1(CCCC1)C1=CC(=NN1)NC1=NC(=NC=C1OC)C N-(5-cyclopentyl-1H-pyrazol-3-yl)-5-methoxy-2-methylpyrimidin-4-amine